C12(CC3CC(CC(C1)C3)C2)CN(C(=O)C=2N=NC(=CC2)N2CCN(CC2)CC2=CC(=CC(=C2)C2=CC(=CC=C2)O)OCC)C N-(1-Adamantylmethyl)-6-[4-[[3-ethoxy-5-(3-hydroxyphenyl)phenyl]methyl]piperazin-1-yl]-N-methylpyridazine-3-carboxamide